C1(CC1)S(=O)(=O)CC=1C=CC(=NC1)NC=1N=CC=2CCN(CC2C1)C1=C(C2=C(OCCN2)N=C1)C N-{5-[(cyclopropanesulfonyl)methyl]pyridin-2-yl}-6-{8-methyl-1H,2H,3H-pyrido[2,3-b][1,4]oxazin-7-yl}-5,6,7,8-tetrahydro-2,6-naphthyridin-3-amine